tert-butyl (2R)-2-[[2-[(4,4-difluorocyclohexyl)amino]-2-oxo-1-(3-pyridyl)ethyl]-[4-(pentafluoro-λ6-sulfanyl)phenyl]carbamoyl]-4,4-difluoro-pyrrolidine-1-carboxylate FC1(CCC(CC1)NC(C(C=1C=NC=CC1)N(C(=O)[C@@H]1N(CC(C1)(F)F)C(=O)OC(C)(C)C)C1=CC=C(C=C1)S(F)(F)(F)(F)F)=O)F